rac-8-((3ar,6as)-4,4-dimethyl-5-(methylsulfonyl)hexahydropyrrolo[3,4-c]pyrrol-2(1H)-yl)-6-(trifluoromethyl)imidazo[1,5-a]pyridine CC1([C@@H]2[C@H](CN1S(=O)(=O)C)CN(C2)C=2C=1N(C=C(C2)C(F)(F)F)C=NC1)C |r|